1-(4-((3-(dimethylamino)propyl)amino)-6-methylpyrimidin-2-yl)-3-(4-phenoxyphenyl)urea CN(CCCNC1=NC(=NC(=C1)C)NC(=O)NC1=CC=C(C=C1)OC1=CC=CC=C1)C